2-((3,5-dicyano-6-(6,7-dihydro-1H-[1,2,3]triazolo[4,5-c]pyridin-5(4H)-yl)-4-ethylpyridin-2-yl)sulfanyl)-2-phenylacetamide C(#N)C=1C(=NC(=C(C1CC)C#N)N1CC2=C(CC1)NN=N2)SC(C(=O)N)C2=CC=CC=C2